Cl.Cl.Cl.FC1=CC=C(CC2=CC=C3C(CN(C3=C2)C(CN2[C@H](CN[C@@H](C2)C)CN2[C@@H](COCC2)C)=O)(C(=O)N)C)C=C1.FC1=CC=C(CC2=CC=C3C(CN(C3=C2)C(CN2[C@H](CN[C@@H](C2)C)CN2[C@@H](COCC2)C)=O)(C(=O)N)C)C=C1 bis(6-(4-fluorobenzyl)-3-methyl-1-(2-((2R,5R)-5-methyl-2-(((R)-3-methylmorpholino)methyl)piperazin-1-yl)acetyl)indoline-3-carboxamide) trihydrochloride